IC=1C=C(C=CC1)C(COCCCN(C(OCC1=CC=CC=C1)=O)C)(C(=O)N(C)OC)C Benzyl (3-(2-(3-iodophenyl)-3-(methoxy(methyl)amino)-2-methyl-3-oxopropoxy)propyl)(methyl)carbamate